C(C(=C)C)(=O)OCCOC(NCCCCCCNC(OCCC[Si](OC)(OC)OC)=O)=O 3,3-dimethoxy-8,17-dioxo-2,7,18-trioxa-9,16-diaza-3-silaeicosan-20-yl methacrylate